C(C)(C)OC(=O)[C@H](CCC1=CC=CC=C1)N[C@@H](CCCCNC(C(F)(F)F)=O)C(=O)O N2-[1-(S)-isopropoxycarbonyl-3-phenylpropyl]-N6-trifluoroacetyl-L-lysine